C1(CC1)C1=NC(=C2N1CCN(C2)C(C)=O)C2=C(C1=C(N(N=C1C=C2)C)C=2C=NN(C2)C)F 1-(3-cyclopropyl-1-(4-fluoro-2-methyl-3-(1-methyl-1H-pyrazol-4-yl)-2H-indazol-5-yl)-5,6-dihydroimidazo[1,5-a]pyrazin-7(8H)-yl)ethan-1-one